FC1=C(OC(C(=O)OCCCOC2=C(C=C(C=C2)/C=C/C(=O)O)OC)(C)C)C=CC=C1 (E)-3-(4-(3-((2-(2-fluorophenoxy)-2-methylpropanoyl)oxy)propoxy)-3-methoxyphenyl)acrylic acid